O=C1C(C[C@@]2(SC3=CC=C(C=C3)C)[C@H](O)[C@@H](O)[C@@H](O)[C@H](O2)CO)C=CC(C1=O)=O p-tolyl 2,3,4-tri-oxo-benzyl-1-thio-alpha-D-galactopyranoside